NCCNCCCN N-2-aminoethyl-1,3-propanediamine